N-ethyl-perfluoro-1-octanesulfamic acid C(C)N(S(=O)(=O)O)C(C(C(C(C(C(C(C(F)(F)F)(F)F)(F)F)(F)F)(F)F)(F)F)(F)F)(F)F